8-chloro-1-(2,6-dichlorophenyl)-5-((2R,4S)-4-hydroxy-2-(hydroxymethyl)pyrrolidin-1-yl)-2-methyl-1,6-naphthyridin-4(1H)-one ClC=1C=NC(=C2C(C=C(N(C12)C1=C(C=CC=C1Cl)Cl)C)=O)N1[C@H](C[C@@H](C1)O)CO